BrC1=CC=C2C(=N1)N(C(=C2)C2=NC1=C(N2C)C(=CC(=C1)C(=O)OC)OC)CC1CC1 methyl 2-[6-bromo-1-(cyclopropylmethyl)pyrrolo[2,3-b]pyridin-2-yl]-7-methoxy-1-methyl-benzimidazole-5-carboxylate